C(C=C)(=O)OCCN(C)C [2-(acryloyloxy)-ethyl]dimethylamine